5-chloromethyl-2-(2-fluorophenyl)benzofuran ClCC=1C=CC2=C(C=C(O2)C2=C(C=CC=C2)F)C1